2-keto-3-deoxy-D-gluconate C([C@@H]([C@@H](CO)O)O)C(=O)C(=O)O